C1(CC1)CC(=O)N1[C@@H](C2=C(CC1)NC=N2)C=2SC1=C(N2)C=CC=C1F (S)-2-cyclopropyl-1-(4-(7-fluorobenzo[d]thiazol-2-yl)-6,7-dihydro-1H-imidazo[4,5-c]pyridin-5(4H)-yl)ethanone